BrC=1C(=CC(=C(C=NO)C1)F)OC(C)C 5-bromo-2-fluoro-4-isopropoxybenzaldehyde oxime